ClC1=CC=C(C(=C1N)C=1CCN(CC1)C)C(F)(F)F 6-chloro-2-(1-methyl-1,2,3,6-tetrahydropyridin-4-yl)-3-(trifluoromethyl)aniline